6-(1,4-dimethyl-1H-1,2,3-triazol-5-yl)-4-((5-fluoropyridin-2-yl)(tetrahydro-2H-pyran-4-yl)methyl)-4H-thieno[2',3':4,5]pyrrolo[3,2-b]pyridine-2-carboxylic acid ethyl ester C(C)OC(=O)C1=CC2=C(C3=NC=C(C=C3N2C(C2CCOCC2)C2=NC=C(C=C2)F)C2=C(N=NN2C)C)S1